CNCCC(OC=1C=C(C(=O)NCCNC)C=CC1)C1=CC=CC=C1 3-(3-(methylamino)-1-phenylpropoxy)-N-(2-(methylamino)ethyl)benzamide